N-[(1,3-Dicyclohexyl-2,4,6-trioxohexahydropyrimidin-5-yl)carbonyl]glycine C1(CCCCC1)N1C(N(C(C(C1=O)C(=O)NCC(=O)O)=O)C1CCCCC1)=O